C(C)S(=O)(=O)NC1=CC=C(C=N1)C1=C2C(=NC(=C1)NC(=O)C1CC1)NC=C2 N-(4-(6-(ethylsulfonylamino)pyridin-3-yl)-1H-pyrrolo[2,3-b]pyridin-6-yl)cyclopropylcarboxamide